2-(2,5-diazabicyclo[2.2.2]octan-2-yl)-N-((S)-chroman-4-yl)benzo[d]thiazole-6-carboxamide C12N(CC(NC1)CC2)C=2SC1=C(N2)C=CC(=C1)C(=O)N[C@H]1CCOC2=CC=CC=C12